N-[4-(4-dibenzothienyl)phenyl][1,1'-biphenyl]-4-amine C1=CC=C(C=2SC3=C(C21)C=CC=C3)C3=CC=C(C=C3)NC3=CC=C(C=C3)C3=CC=CC=C3